COC1=CC=C(C=C1)S(=O)(=O)NCC=1N=NN(C1)CC1=CC=C(C=C1)NC(=O)C(C(=O)OCC)CC(C)C Ethyl 2-[[4-[[4-[[(4-methoxyphenyl)sulfonylamino]methyl]triazol-1-yl]methyl]phenyl]carbamoyl]-4-methyl-pentanoate